BrC=1C(=NC(=NC1)C)NC=1C(=CC=C2C1C=NS2)C N-(5-bromo-2-methyl-pyrimidin-4-yl)-5-methyl-1,2-benzothiazol-4-amine